C(C)NC1=CC(=CC(=N1)N1C(C2=CC=CC(=C2C1)C(F)(F)F)=O)C=1N(N=CC1C1=NN=CN1C)C 2-[6-(ethylamino)-4-[2-methyl-4-(4-methyl-1,2,4-triazol-3-yl)pyrazol-3-yl]pyridin-2-yl]-4-(trifluoromethyl)-3H-isoindol-1-one